2-({6-[(1,3-benzothiazol-2-yl)amino]-5-methylpyridazin-3-yl}(methyl)amino)-5-(3-{2-fluoro-4-[3-(methylamino)prop-1-yn-1-yl]phenoxy}propyl)-1,3-thiazole-4-carboxylic acid S1C(=NC2=C1C=CC=C2)NC2=C(C=C(N=N2)N(C=2SC(=C(N2)C(=O)O)CCCOC2=C(C=C(C=C2)C#CCNC)F)C)C